perfluorobutyric acid anion FC(C(=O)[O-])(C(C(F)(F)F)(F)F)F